C(/C)=C\1/C[C@H]2[C@@H]3CCCO[C@@H]3[C@@H]1C2 |r| (1RS,2SR,7SR,8SR,10E)-10-ethylidene-3-oxatricyclo[6.2.1.0~2,7~]undecane